4-(aminomethyl)benzamidine dihydrochloride Cl.Cl.NCC1=CC=C(C(=N)N)C=C1